1,1,1,3,3,3-Hexafluoropropan-2-yl (±)-1-(4-cyclopropylpiperazin-1-carbonyl)-6-azaspiro[2.5]octan-6-carboxylat C1(CC1)N1CCN(CC1)C(=O)[C@@H]1CC12CCN(CC2)C(=O)OC(C(F)(F)F)C(F)(F)F |r|